F\C(\C(=O)O)=C/C(C)=O (Z)-2-fluoro-4-oxo-pent-2-enoic acid